COC=1C=C(C(=O)NCCCCCCNC(OC(C)(C)C)=O)C=C(C1OC)OC tert-butyl (6-(3,4,5-trimethoxybenzamido)hexyl)carbamate